(9-bromo-2-methylsulfanyl-5,6-dihydrobenzo[h]quinazolin-4-yl) trifluoromethanesulfonate FC(S(=O)(=O)OC1=NC(=NC=2C3=C(CCC12)C=CC(=C3)Br)SC)(F)F